tert-Butyl 1-(1-(m-tolyl)-1H-imidazol-2-yl)isoindoline-2-carboxylate C1(=CC(=CC=C1)N1C(=NC=C1)C1N(CC2=CC=CC=C12)C(=O)OC(C)(C)C)C